nonadecyl 7-(4-(4-(benzo[b]thiophen-4-yl)piperazin-1-yl)butoxy)-2-oxoquinoline-1(2H)-carboxylate S1C2=C(C=C1)C(=CC=C2)N2CCN(CC2)CCCCOC2=CC=C1C=CC(N(C1=C2)C(=O)OCCCCCCCCCCCCCCCCCCC)=O